N-(3,4-dimethoxyphenyl)-3-(4-hydroxypiperidin-1-yl)benzamide COC=1C=C(C=CC1OC)NC(C1=CC(=CC=C1)N1CCC(CC1)O)=O